(S)-N-(1-(1-(3-chloro-4-((3,5-difluoropyridin-2-yl)methoxy-d2)-5',6-dimethyl-2-carbonyl-2H-[1,4'-bipyridin]-2'-yl)-4-fluoro-1H-pyrazol-3-yl)cyclobutyl)acetamide ClC=1C(N(C(=CC1OC([2H])([2H])C1=NC=C(C=C1F)F)C)C1=CC(=NC=C1C)N1N=C(C(=C1)F)C1(CCC1)NC(C)=O)=C=O